[Zr].[Zn].[B].[Ti].[Al] Aluminum-titanium-boron-zinc-zirconium